2-benzamido-N-(3,4,5-trihydroxyphenyl)-4,5,6,7-tetrahydrobenzo[b]thiophene-3-carboxamide C(C1=CC=CC=C1)(=O)NC1=C(C2=C(S1)CCCC2)C(=O)NC2=CC(=C(C(=C2)O)O)O